6-(4-nitro-1H-pyrazol-1-yl)-2-azaspiro[3.3]heptane formate salt C(=O)O.[N+](=O)([O-])C=1C=NN(C1)C1CC2(CNC2)C1